ClC1=C(C(=CC=C1)C(F)(F)F)COC=1C=NC(=NC1)N1N=C(C=C1)CO [1-(5-{[2-chloro-6-(trifluoromethyl)phenyl]methoxy}pyrimidin-2-yl)pyrazol-3-yl]methanol